cyclopentenyl-indole C1(=CCCC1)C=1NC2=CC=CC=C2C1